C(N)(OCCCC(N(C1CCCC=2C=CC=NC12)CC1=NC=CC2=CC(=CC=C12)OC)C(C)(C)C)=O tert-Butyl(4-(((6-methoxyisoquinolin-1-yl)methyl)(5,6,7,8-tetrahydroquinolin-8-yl) amino) butyl) carbamate